7-(4-(4-(benzo[b]thiophen-4-yl)piperazin-1-yl)butoxy)quinolin-2-yl ditetradecylcarbamate C(CCCCCCCCCCCCC)N(C(OC1=NC2=CC(=CC=C2C=C1)OCCCCN1CCN(CC1)C1=CC=CC=2SC=CC21)=O)CCCCCCCCCCCCCC